ClC1=NC(=C2C(=N1)N(N=C2)C2OCCCC2)NC2=NNC(=C2)C 6-chloro-N-(5-methyl-1H-pyrazol-3-yl)-1-(tetrahydro-2H-pyran-2-yl)-1H-pyrazolo[3,4-d]pyrimidin-4-amine